methyl (E)-4-((4-(4-amino-1-((2R,4S,5R)-4-hydroxy-5-(hydroxymethyl)-tetrahydrofuran-2-yl)-2-oxo-1,2-dihydropyrimidin-5-yl)but-3-yn-1-yl)(hydroxy)amino)-4-oxobut-2-enoate NC1=NC(N(C=C1C#CCCN(C(/C=C/C(=O)OC)=O)O)[C@@H]1O[C@@H]([C@H](C1)O)CO)=O